FC1(CN(CCC1)CC[C@@H](CC(=O)O)NC(=O)C1=NN(C(=C1)C1=C(C=CC=C1)C(F)(F)F)C1CCOCC1)F (3S)-5-(3,3-difluoropiperidin-1-yl)-3-{[1-(oxan-4-yl)-5-[2-(trifluoromethyl)phenyl]-1H-pyrazol-3-yl]formamido}pentanoic acid